The molecule is the aldehyde formed from acetic acid by reduction of the carboxy group. It is the most abundant carcinogen in tobacco smoke. It has a role as a human metabolite, an EC 3.5.1.4 (amidase) inhibitor, a carcinogenic agent, a mutagen, a teratogenic agent, an oxidising agent, an electron acceptor, a Saccharomyces cerevisiae metabolite, an Escherichia coli metabolite and a mouse metabolite. CC=O